C(N)(=O)C=1C=CC(=C(CN2C(N(C(C3=CC=C(C=C23)C(=O)NCC2=C(C=C(C=C2F)F)F)C)C)=O)C1)F 1-(5-carbamoyl-2-fluorobenzyl)-3,4-dimethyl-2-oxo-N-(2,4,6-trifluorobenzyl)-1,2,3,4-tetrahydroquinazoline-7-carboxamide